N[C@@H]1C[C@@H]2N(C(CCN(C2=O)[C@H](CCC(=O)OCC)C(=O)NCC2=NC(=C(C=C2)Cl)Cl)CCC2=CC=CC=C2)C1 (4R)-Ethyl 4-((8R,9aS)-8-amino-1-oxo-5-phenethylhexahydro-1H-pyrrolo[1,2-a][1,4]diazepin-2(3H)-yl)-5-(((5,6-dichloropyridin-2-yl)methyl)amino)-5-oxopentanoate